sulfonyl-5,5-dimethyl-pyrrolidin-3-ol S(=O)(=O)=C1NC(CC1O)(C)C